C1(CC1)C=1N=NN(C1)[C@H](C(=O)N1[C@@H](C[C@H](C1)O)C(=O)NCC1=CC2=C(OCO2)C=C1OC(F)F)C(C)(C)C (2S,4R)-1-[(2S)-2-(4-cyclopropyltriazol-1-yl)-3,3-dimethyl-butanoyl]-N-[[6-(difluoromethoxy)-1,3-benzodioxol-5-yl]methyl]-4-hydroxy-pyrrolidine-2-carboxamide